C/C(/C(=O)O)=C\C=1C=C(C(=C(C1)C(N)=O)N)C1=CC=C(C=C1)S(=O)(N)=C methyl-(E)-3-(6-amino-4'-(amino-(methylene)sulfinyl)-5-carbamoyl-[1,1'-biphenyl]-3-yl)acrylic acid